C1(=C(C=CC=C1)N(C=1C2(C3=CC4=CC=CC=C4C3=CC1)C=CC=C1C3=CC=CC=C3C=C12)C1=C(C=CC=C1)C1=CC=CC=2OC3=C(C21)C=CC=C3)C=3C(=CC=CC3)C3=CC=CC=C3 (terphenylyl)(dibenzofuranylphenyl)(spirobifluorenyl)amine